FC=1C(=CC=2C3=C(NC(C2C1)=O)COC[C@H]3N(C([C@@H](CC3=CC=CC=C3)O)=O)C)F N-((S)-8,9-Difluoro-6-oxo-1,4,5,6-tetrahydro-2H-pyrano[3,4-c]isoquinolin-1-yl)-(2R)-hydroxy-N-methyl-3-phenylpropanamide